beta-Glucose O[C@H]1[C@H](O)[C@@H](O)[C@H](O)[C@H](O1)CO